N-((S)-1-(((S)-1-amino-1-oxo-3-((S)-2-oxopiperidin-3-yl)propan-2-yl)amino)-4,4-dimethyl-1-oxopentan-2-yl)-7-chloro-1H-indole-2-carboxamide NC([C@H](C[C@H]1C(NCCC1)=O)NC([C@H](CC(C)(C)C)NC(=O)C=1NC2=C(C=CC=C2C1)Cl)=O)=O